8-acetyl-3-(2-bromo-5-fluorobenzyl)-6-methyl-4H-chromen-4-one C(C)(=O)C=1C=C(C=C2C(C(=COC12)CC1=C(C=CC(=C1)F)Br)=O)C